(2R,3R,4S)-2-(2,4-dioxo-3,4-dihydropyrimidin-1(2H)-yl)-3,4-dihydroxy-5-methylenetetrahydrofuran-2-carbonitrile O=C1N(C=CC(N1)=O)[C@@]1(OC([C@H]([C@H]1O)O)=C)C#N